isopropylbicyclo[2.2.1]heptan C(C)(C)C12CCC(CC1)C2